BrC1=CC=C(C=N1)C(C(F)F)=O 1-(6-Bromo-3-pyridyl)-2,2-difluoro-ethanone